9-(4,4-difluorocyclohexyl)-2,3-dimethyl-7-[(2R,4S)-2-[1-(oxetan-3-yl)pyrazol-4-yl]tetrahydropyran-4-yl]pyrazino[1,2-a]pyrimidin-4-one FC1(CCC(CC1)C1=NC(=CN2C1=NC(=C(C2=O)C)C)[C@@H]2C[C@@H](OCC2)C=2C=NN(C2)C2COC2)F